NC1=C(N=C(S1)C1=C(C=CC=C1F)F)C(=O)NC=1C(=C2C(=NC1)OCC2)N2C[C@H](C[C@@H](C2)C)N |&1:30| 5-Amino-N-{4-[(3S,SR)-3-amino-5-methylpiperidin-1-yl]-2,3-dihydrofuro[2,3-b]pyridin-5-yl}-2-(2,6-difluorophenyl)-1,3-thiazole-4-carboxamide